NC1=C(C=NN1C=1C=NC(=CC1C)OC1=C(C=CC=C1F)F)C(=O)C1=CC=2C(=CC=C3CCN(CC23)CCOC)N1 (5-amino-1-{6-[(2,6-difluorophenyl)oxy]-4-methylpyridin-3-yl}pyrazol-4-yl)[2-(2-methoxyethyl)-2,3,4,7-tetrahydro-1H-pyrrolo[2,3-H]isoquinolin-8-yl]methanone